C(C1=CC=CC=C1)OC(=O)N1CC2(CCC3(N(C(C=4N3C(C=CC4C)=O)=O)Br)CC2)C1 bromo-8''-methyl-1'',5''-dioxo-1'',5''-dihydro-2''H-dispiro[azetidine-3,1'-cyclohexane-4',3''-imidazo[1,5-a]pyridine]-1-carboxylic acid benzyl ester